azobis(cyclohexane-1-carbonitrile) N(=NC1(CCCCC1)C#N)C1(CCCCC1)C#N